O1C(CCCC1)OC1=C(C=C(C=C1)C(F)(F)F)C(CC)=O 1-[2-tetrahydropyran-2-yloxy-5-(trifluoromethyl)phenyl]propan-1-one